BrC1=CC(=C(C=C1C)N1CCOC2=C(C1=O)N(N=C2)C)C 7-(4-bromo-2,5-dimethylphenyl)-1-methyl-6,7-dihydro-1H-pyrazolo[3,4-f][1,4]-oxazepin-8(5H)-one